C1CN(CCC12CCNCC2)C2=CC(=C(C=C2)C2C(NC(CC2)=O)=O)F 3-[4-(3,9-diazaspiro[5.5]undecan-3-yl)-2-fluoro-phenyl]piperidine-2,6-dione